2-[morpholino]Ethanesulfonic acid O1CCN(CC1)CCS(=O)(=O)O